4-(3-aminoazepan-1-yl)-2-(4-fluorophenyl)phthalazin NC1CN(CCCC1)C1=NN(CC2=CC=CC=C12)C1=CC=C(C=C1)F